2-((4-methoxybenzyl)oxy)ethan-1-one COC1=CC=C(COCC=O)C=C1